(S)-2-(2-(2-chloro-6-methoxyphenyl)-2-methylpropanamido)-4-(((S)-3-fluoro-2-methoxypropyl)(4-(5,6,7,8-tetrahydro-1,8-naphthyridin-2-yl)butyl)amino)butanoic acid ClC1=C(C(=CC=C1)OC)C(C(=O)N[C@H](C(=O)O)CCN(CCCCC1=NC=2NCCCC2C=C1)C[C@@H](CF)OC)(C)C